4-methyl-1-(1-methyl-2-[4-(methylsulfonyl)piperazin-1-yl]ethyl)-5-({2-[6-(2,2,2-trifluoroethyl)quinazolin-4-yl]-2,7-diazaspiro[3.5]non-7-yl}methyl)-1H-indole-2-carbonitrile CC1=C2C=C(N(C2=CC=C1CN1CCC2(CN(C2)C2=NC=NC3=CC=C(C=C23)CC(F)(F)F)CC1)C(CN1CCN(CC1)S(=O)(=O)C)C)C#N